3-(difluoromethoxy)-4-[2-(4-fluorophenyl)-1-oxo-2,3-dihydro-1H-pyrrolo[3,4-c]pyridin-4-yl]benzamide FC(OC=1C=C(C(=O)N)C=CC1C1=NC=CC2=C1CN(C2=O)C2=CC=C(C=C2)F)F